C(C1=CC=CC=C1)OC=1C=C2C=CC(=CC2=C(C1N1S(NC(C1)=O)(=O)=O)F)O[C@@H]1CN(CC1)C(=O)OC(C)(C)C tert-butyl (3S)-3-((6-(benzyloxy)-7-(1,1-dioxido-4-oxo-1,2,5-thiadiazolidin-2-yl)-8-fluoronaphthalen-2-yl)oxy)pyrrolidine-1-carboxylate